C1=CC(=C2CN3C=CC=C3C=C12)CNC(=O)O α,4a-diaza-S-indacene-3-propionic acid